C(C1CO1)OCCC[Si](CC)(CC)OCC (γ-glycidoxypropyl)(ethoxy)diethylsilane